C(CCCC)C1CCCCC=2NC3=C(C=CC=C3C21)C(=O)O 10-pentyl-5H,6H,7H,8H,9H,10H-cyclohepta[b]indole-4-carboxylic acid